ClC=1C=C(C=CC1Cl)CN1N=NC(=C1C)NC(C1=CC=C(C=C1)CO)=O N-{1-[(3,4-dichlorophenyl)methyl]-5-methyl-1H-1,2,3-triazol-4-yl}-4-(hydroxymethyl)benzamide